5-bromo-2-(difluoromethyl)pyrimidine BrC=1C=NC(=NC1)C(F)F